keto-carbon O=[C]